ClC1=CC=C(C=C1)C1=C(C=CC=C1)C1=NC(=NC(=N1)C1=CC=CC=C1)C1=CC=CC=C1 2-(4'-chloro-[1,1'-biphenyl]-2-yl)-4,6-diphenyl-1,3,5-triazine